OCCC=1C=CC=C2C=CC=NC12 hydroxy-2-(quinolin-8-yl)ethan